HEXACHLORoDISILANE Cl[Si]([Si](Cl)(Cl)Cl)(Cl)Cl